1-(4-(4-Amino-7-isopropyl-7H-pyrrolo[2,3-d]pyrimidin-5-yl)phenyl)-3-(4-(perfluoroethyl)phenyl)urea NC=1C2=C(N=CN1)N(C=C2C2=CC=C(C=C2)NC(=O)NC2=CC=C(C=C2)C(C(F)(F)F)(F)F)C(C)C